methyl 2-(2-cyano-4-methoxyphenoxy)acetate C(#N)C1=C(OCC(=O)OC)C=CC(=C1)OC